4-(5-(3-Cyano-6-(2-hydroxy-2-methylpropyloxy)pyrazolo[1,5-a]pyridin-4-yl)pyridin-2-yl)-N-isobutylpiperazine-1-carboxamide C(#N)C=1C=NN2C1C(=CC(=C2)OCC(C)(C)O)C=2C=CC(=NC2)N2CCN(CC2)C(=O)NCC(C)C